O=C1NC(CCC1N1C(C2=CC=CC(=C2C1=O)NCCCCCCN(C(OC(C)(C)C)=O)C)=O)=O tert-butyl (6-((2-(2,6-dioxopiperidin-3-yl)-1,3-dioxoisoindolin-4-yl)amino)hexyl)(methyl)carbamate